ClC(=O)N1CCC2(CCN(CC2)C(=O)OC(C)(C)C)CC1 tert-Butyl 9-(chlorocarbonyl)-3,9-diazaspiro[5.5]undecane-3-carboxylate